silamethyl-phenanthrene [SiH3]C1=CC=CC=2C3=CC=CC=C3C=CC12